FC=1C=CC(=C(C1)C1OC1)OCCOC 2-(5-fluoro-2-(2-methoxyethoxy)phenyl)oxirane